5-(2,2-difluoro-7-((5-methoxy-7-methyl-1H-indol-4-yl)methyl)-7-azaspiro[3.5]nonan-6-yl)picolinamide FC1(CC2(C1)CC(N(CC2)CC2=C1C=CNC1=C(C=C2OC)C)C=2C=CC(=NC2)C(=O)N)F